NC1=CC=C(C=C1)N1CN(CN(C1)C1=CC=C(C=C1)N)C1=CC=C(C=C1)N 1,3,5-tri(4-aminophenyl)-1,3,5-triazine